1-(1-chloroethyl)-4-isobutylbenzene ClC(C)C1=CC=C(C=C1)CC(C)C